OC1=C(N=NN1C1=CC=C(C=C1)OC)C(=O)OCC ethyl 5-hydroxy-1-(4-methoxyphenyl)-1,2,3-triazole-4-carboxylate